N-(tert-butyl)-N-((ethoxycarbonothioyl)thio)-3,5-bis(trifluoromethyl)benzamide C(C)(C)(C)N(C(C1=CC(=CC(=C1)C(F)(F)F)C(F)(F)F)=O)SC(=S)OCC